2-(4-methoxyphenyl)-4,6-bis-(trichloromethyl)-s-triazine COC1=CC=C(C=C1)C1=NC(=NC(=N1)C(Cl)(Cl)Cl)C(Cl)(Cl)Cl